(±)-Cis-methyl 3-(1-(3,4-dichlorobenzyl)-3,7-dimethyl-2,6-dioxo-2,3,6,7-tetrahydro-1H-purin-8-ylamino)cyclohexanecarboxylate ClC=1C=C(CN2C(N(C=3N=C(N(C3C2=O)C)N[C@H]2C[C@H](CCC2)C(=O)OC)C)=O)C=CC1Cl |r|